C(CC)N=C=O Normal propyl isocyanate